2-((1-hydroxy-2-methylpropan-2-yl)amino)-5-nitrophenol OCC(C)(C)NC1=C(C=C(C=C1)[N+](=O)[O-])O